5-benzyl-2-chloropyrimidine C(C1=CC=CC=C1)C=1C=NC(=NC1)Cl